2'-deoxy-2'-fluoro-2'-methylcytidine F[C@]1([C@@H](O[C@@H]([C@H]1O)CO)N1C(=O)N=C(N)C=C1)C